FC1(CCN(CC1)C(C)C)C=1NC(C2=C(N1)C(=CC(=N2)C=2C=C(C=1N(C2)C=C(N1)C)F)C)=O 2-(4-fluoro-1-isopropylpiperidin-4-yl)-6-(8-fluoro-2-methylimidazo[1,2-a]pyridin-6-yl)-8-methylpyrido[3,2-d]pyrimidin-4(3H)-one